[6-[(2,4-difluorophenyl)methyl]-2-azaspiro[3.3]heptan-2-yl]-[6-(4-methylsulfonylphenyl)-2-azaspiro[3.3]heptan-2-yl]methanone FC1=C(C=CC(=C1)F)CC1CC2(CN(C2)C(=O)N2CC3(C2)CC(C3)C3=CC=C(C=C3)S(=O)(=O)C)C1